tri-(2-methyl-3-ethyl-pentyl)-aluminum CC(C[Al](CC(C(CC)CC)C)CC(C(CC)CC)C)C(CC)CC